1-(1H-indol-6-yl)-3-(5-(p-tolyl)-1,3,4-thiadiazol-2-yl)urea N1C=CC2=CC=C(C=C12)NC(=O)NC=1SC(=NN1)C1=CC=C(C=C1)C